N-methyl-3,4-dihydro-pyridin-2-one CN1C(CCC=C1)=O